CC1(CN(C1)C1CN(CC1)C1=CC=C(C=C1)N1C=NC(=C1)NC=1N=CC(=NC1)C#N)C 5-((1-(4-(3-(3,3-Dimethylazetidin-1-yl)pyrrolidin-1-yl)phenyl)-1H-imidazol-4-yl)amino)pyrazine-2-carbonitrile